C(=CCCO)O 1-butene-1,4-diol